6-Chloro-10-fluorotetrazolo[5,1-a]phthalazine ClC1=NN2C(C3=C(C=CC=C13)F)=NN=N2